dimethylsilyltetramethyl-cyclopentadienyl-tertiary butylamide zirconium dichloride [Cl-].[Cl-].[Zr+3].C[SiH](C)C(C(C(C)(C)C)(C)[N-]C1C=CC=C1)C